tert-butyl 7-phenyl-1,4-thiazepane-4-carboxylate C1(=CC=CC=C1)C1CCN(CCS1)C(=O)OC(C)(C)C